FC1=C(C(=O)O)C=CC(=C1)C1=NC=CC=N1 2-fluoro-4-(pyrimidin-2-yl)benzoic acid